ClC=1C(=NC(=NC1)N1CC(OCC1)COC1=C2C(N(C(C2=CC=C1)=O)C1C(NC(CC1)=O)=O)=O)NC=1C=C2C=C(C(N(C2=CC1)C)=O)OCC(=O)NC 2-((6-((5-chloro-2-(2-(((2-(2,6-dioxopiperidin-3-yl)-1,3-dioxoisoindolin-4-yl)oxy)methyl)morpholino)pyrimidin-4-yl)amino)-1-methyl-2-oxo-1,2-dihydroquinolin-3-yl)oxy)-N-methylacetamide